(S)-2,3-dichloro-6,7,7a,8,10,11-hexahydro-9H-pyrazino[1,2-d]pyrido[3,2-b][1,4]thiazepin ClC=1C(=CC=2SCC[C@@H]3N(C2N1)CCNC3)Cl